Cl.C[C@H]1CNCC[C@@H]1C=1C=CC(NC1)=O 5-((3R,4S)-3-methylpiperidin-4-yl)pyridin-2(1H)-one hydrochloride